(S)-10-((5-Chloro-2-((S)-3-methylpiperidin-1-yl)pyrimidin-4-yl)amino)-2-cyclopropyl-3,3-difluoro-7-methyl-1,2,3,4-tetrahydro-[1,4]oxazepino[2,3-c]chinolin-6(7H)-on ClC=1C(=NC(=NC1)N1C[C@H](CCC1)C)NC1=CC=2C3=C(C(N(C2C=C1)C)=O)OCC([C@@H](N3)C3CC3)(F)F